FC1=CC=C(C(=C1[C@H]([C@H](N)C=1N=NNN1)C)C)C (1s,2r)-2-(6-fluoro-2,3-dimethylphenyl)-1-(2H-1,2,3,4-tetrazol-5-yl)propan-1-amine